C(#N)C=1C=C(C=CC1)N1N=C(C=C1)[C@@H](C(=O)NC1=CC(=NN1)C1CC1)C (S)-2-(1-(3-cyanophenyl)-1H-pyrazol-3-yl)-N-(3-cyclopropyl-1H-pyrazol-5-yl)propanamide